C1(=CC=CC=C1)C(=CCN1CC2=CC=CC=C2CC1)C1=CC=CC=C1 2-(3,3-diphenylallyl)-1,2,3,4-tetrahydroisoquinoline